ClC1=NC(=C2C(=N1)NN=C2C)O[C@@H]2CN(C[C@@H]2F)C(C)C (3R,4S)-3-({6-chloro-3-methyl-1H-pyrazolo[3,4-d]pyrimidin-4-yl}oxy)-4-fluoro-1-isopropylpyrrolidine